C12COCC2C1N1N=C(C(=C1C)[N+](=O)[O-])OCCCO 3-((1-(3-oxabicyclo[3.1.0]hex-6-yl)-5-methyl-4-nitro-1H-pyrazol-3-yl)oxy)propan-1-ol